ethoxyhexamethylenediamine C(C)ONCCCCCCN